Cl.Cl.Cl.N1[C@@H](CCC1)COC1=NOC(=C1)CN1CCC(CC1)OC1=C2C(=NC=C1)C=CS2 (S)-3-(pyrrolidin-2-ylmethoxy)-5-((4-(thieno[3,2-b]pyridin-7-yloxy)piperidin-1-yl)methyl)isoxazole tri-hydrochloride